6-(4-(2,7-diazaspiro[3.5]nonan-7-yl)phenyl)-2-(3,4-dimethoxyphenyl)-1,4-dimethyl-1H-imidazo[4,5-c]pyridine C1NCC12CCN(CC2)C2=CC=C(C=C2)C2=CC1=C(C(=N2)C)N=C(N1C)C1=CC(=C(C=C1)OC)OC